4-((3-(2,2-dimethyl-3-oxo-1,4-oxazepan-4-yl)propyl)amino)-2-((3-methyl-1-(1-methylpyrrolidin-3-yl)-1H-pyrazol-4-yl)amino)pyrimidine-5-carbonitrile CC1(OCCCN(C1=O)CCCNC1=NC(=NC=C1C#N)NC=1C(=NN(C1)C1CN(CC1)C)C)C